COC1=C(C=CC=C1C1=NN(C=N1)C)N1C=NC=2C=NC=C(C21)C(=O)NC 1-(2-methoxy-3-(1-methyl-1H-1,2,4-triazol-3-yl)phenyl)-N-methyl-1H-imidazo[4,5-c]pyridine-7-carboxamide